CC1=C(C(=O)N(C([2H])([2H])[2H])C([2H])([2H])[2H])C=CC=C1 2-methyl-N,N-bis(methyl-d3)benzamide